(bromomethyl)-6-chloro-1,5-naphthyridin-4-yl triflate O(S(=O)(=O)C(F)(F)F)C1=CC(=NC2=CC=C(N=C12)Cl)CBr